2-(1-benzylimidazol-2-yl)-3,3-dicyclopropyl-N-[4-(3,5-dimethyl-1H-pyrazol-4-yl)phenyl]propanamide C(C1=CC=CC=C1)N1C(=NC=C1)C(C(=O)NC1=CC=C(C=C1)C=1C(=NNC1C)C)C(C1CC1)C1CC1